C1(=CC=CC2=CC=CC=C12)C1C(=NNN1C1=CC=CC=C1)C1=CC=CC=C1 4-(naphthalene-1-yl)-3,5-diphenyl-4H-1,2,5-triazole